NC1=NC(=CC(=C1)C1=NC(=CC(=N1)C1S(CCC1)(=NC)=O)N1[C@@H](COCC1)C)Cl 2-(2-(2-amino-6-chloropyridin-4-yl)-6-((R)-3-methylmorpholino)pyrimidin-4-yl)-1-(methylimino)-tetrahydro-1H-1λ6-thiophene 1-oxide